BrC1=CC=C2C(N(C=NC2=C1)C(C(=O)OC)C1=CC(=CC=C1)F)=O Methyl 2-(7-bromo-4-oxoquinazolin-3(4H)-yl)-2-(3-fluorophenyl)acetate